(6-(bis(4-methoxybenzyl)amino)-2-(1-(m-tolyl)piperidin-4-yl)pyridin-3-yl)methane COC1=CC=C(CN(C2=CC=C(C(=N2)C2CCN(CC2)C=2C=C(C=CC2)C)C)CC2=CC=C(C=C2)OC)C=C1